C(\C=C/C(=O)O)(=O)O.C(C=CC=CCCCCC)O mono2,4-decadien-1-ol maleate